1-[2-(acetylamino)ethyl]-2-({4-[2-(4-chloro-2-fluorophenyl)-2-methyl-1,3-benzodioxol-4-yl]piperidin-1-yl}methyl)-1H-benzimidazole-6-carboxylic acid C(C)(=O)NCCN1C(=NC2=C1C=C(C=C2)C(=O)O)CN2CCC(CC2)C2=CC=CC=1OC(OC12)(C)C1=C(C=C(C=C1)Cl)F